14-chloro-5-fluoro-15-methoxy-17,17-dioxo-10-oxa-17λ6-thia-18-azapentacyclo[17.6.1.112,16.02,7.021,25]heptacosa-1(25),2,4,6,12,14,16(27),19(26),20-nonaen-11-one ClC=1C=C2C(OCCC3=CC(=CC=C3C3=C4CCCC4=CC(NS(C(C1OC)=C2)(=O)=O)=C3)F)=O